C(C)(C)(C)C=1C(C(=CC(C1)=CC1=C(C=CC=C1)[N+](=O)[O-])C(C)(C)C)=O 2,6-di-tert-butyl-4-(2-nitrobenzylidene)cyclohexane-2,5-dien-1-one